methyl 1-((6-methylpyridin-3-yl) methyl)-5-oxopyrrolidine-3-carboxylate CC1=CC=C(C=N1)CN1CC(CC1=O)C(=O)OC